(S)-2-((tert-butoxycarbonyl)amino)butane-1,4-diyl dimethanesulfonate CS(=O)(=O)OC[C@H](CCOS(=O)(=O)C)NC(=O)OC(C)(C)C